(Decyloxymethyl)dodecyl-dimethylammonium chloride [Cl-].C(CCCCCCCCC)OC[N+](C)(C)CCCCCCCCCCCC